C(C)(C)N1N=C(N=C1N1CCCC1)\C=C\CC1=CC=CC=C1 (E)-1-isopropyl-3-(3-phenylprop-1-en-1-yl)-5-(pyrrolidin-1-yl)-1H-1,2,4-triazole